Cl.N[C@H](CO)CC1CC1 (2S)-2-amino-3-cyclopropylpropane-1-ol HCl salt